[NH4+].FC(O[C@H]1[C@@H](CCC1)N(C(C(=O)N)=O)CC1=NC=C(C=C1)C(F)(F)F)F N1-((1R,2R)-2-(difluoromethoxy)cyclopentyl)-N1-((5-(trifluoromethyl)pyridin-2-yl)methyl)oxalamide Ammonium